FC=1C=CC2=C(NC(=NS2(=O)=O)NCC2=CC(=CC=C2)F)C1[C@@H](C)C1=CC=C(C=C1)S(=O)(=O)C (S)-6-fluoro-3-((3-fluorobenzyl)amino)-5-(1-(4-(methylsulfonyl)phenyl)ethyl)-4H-benzo[e][1,2,4]thiadiazine 1,1-dioxide